7-hydroperoxy-eicosapentaenoic acid O(O)C(=CC=CC=CC(=O)O)C=CC=CCCCCCCCCC